2-{3-[3-(tert-butylamino)pyrrolidin-1-yl]-1,2,4-triazin-6-yl}-5-(3-chloro-1H-pyrazol-4-yl)phenol C(C)(C)(C)NC1CN(CC1)C=1N=NC(=CN1)C1=C(C=C(C=C1)C=1C(=NNC1)Cl)O